[Pb].[Zn].[K] potassium-zinc-lead